COC=1C=CC(=C(NC2(CC2)C(F)(F)F)C1)[N+](=O)[O-] 5-methoxy-2-nitro-N-(1-(trifluoromethyl)cyclopropyl)aniline